methylene-4,4'-thiobis-(2,6-di-tert-butyl-phenol) C=CC(C)(C)C1=CC(=CC(=C1O)C(C)(C)C)SC1=CC(=C(C(=C1)C(C)(C)C)O)C(C)(C)C